CC1=CC=CC(=N1)NC1=NC=NC(=C1)NC1=NC=CC=C1CS(=O)(=O)C N4-(6-methylpyridin-2-yl)-N6-(3-((methylsulfonyl)methyl)pyridin-2-yl)pyrimidine-4,6-diamine